COC(=O)C1(CCC2(C(=CC3=CC=CC=C23)CCOS(=O)(=O)C)CC1)NC1=CC(=CC=C1)Cl (1r,4r)-4-(3-Chloroanilino)-2'-{2-[(methylsulfonyl)oxy]ethyl}spiro[cyclohexane-1,1'-indene]-4-carboxylic acid methyl ester